4-(2-((tert-butoxycarbonyl)amino)-3-methoxy-3-oxopropyl)benzoic acid C(C)(C)(C)OC(=O)NC(CC1=CC=C(C(=O)O)C=C1)C(=O)OC